p-[4-(cyclohexylamino)-3-ethyl-1-methyl-1H-1,2,5,7-tetraazainden-6-yl]benzoic acid C1(CCCCC1)NC1=C2C(=NN(C2=NC(=N1)C1=CC=C(C(=O)O)C=C1)C)CC